N-[(1'S,14R)-17-fluorospiro[8,12-dioxa-21-azatetracyclo[14.3.1.110,13.02,7]henicosa-1(19),2,4,6,10,13(21),16(20),17-octaene-14,3'-cyclopentane]-1'-yl]methanesulfonamide FC=1C=2C[C@]3(C[C@H](CC3)NS(=O)(=O)C)C=3OC=C(COC4=CC=CC=C4C(=CC1)C2)N3